3-((1-(3-Cyclohexylpropionyl)-4-hydroxy-3,3-dimethylpiperidin-4-yl)methyl)-6-(2-fluorophenyl)pyrimidin-4(3H)-one C1(CCCCC1)CCC(=O)N1CC(C(CC1)(O)CN1C=NC(=CC1=O)C1=C(C=CC=C1)F)(C)C